N=1N=C(N2C1C=CC=C2)COC=2C=CC(=C1CCN([C@@H](C21)CN2C(CCC2)=O)C(=O)C2CCCCC2)Br (1S,2R)-2-((S)-8-([1,2,4]Triazolo[4,3-a]pyridin-3-ylmethoxy)-5-bromo-1-((2-oxopyrrolidin-1-yl)methyl)-1,2,3,4-tetrahydroisochinolin-2-carbonyl)cyclohexan